FS(=O)(=O)/C=C/C1=CC=C(OCCOCCOCCOCCOCC(=O)OC(C)(C)C)C=C1 tert-butyl (E)-14-(4-(2-(fluorosulfonyl) vinyl) phenoxy)-3,6,9,12-tetraoxatetradecanoate